BrC=1C=C2C(=C(N(C2=CC1)CC)C=1C(=NC=CC1)[C@H](C)OC)CC(C)(C)OC(C[C@@H]1CN(CCC1)C(=O)OC(C)(C)C)=O tert-butyl (R)-3-(2-((1-(5-bromo-1-ethyl-2-(2-((S)-1-methoxyethyl)pyridin-3-yl)-1H-indol-3-yl)-2-methylpropan-2-yl)oxy)-2-oxoethyl)piperidine-1-carboxylate